4-O-α-D-Glucopyranosyl-L-rhamnose [C@H]1([C@H](O)[C@@H](O)[C@H](O)[C@H](O1)CO)O[C@H]([C@H]([C@H](C=O)O)O)[C@@H](O)C